3-methyl-5-(N-(4-(tert-butoxycarbonyl)benzyl)-N-phenylethylsulfamoyl)benzofuran CC1=COC2=C1C=C(C=C2)S(N(CCC2=CC=CC=C2)CC2=CC=C(C=C2)C(=O)OC(C)(C)C)(=O)=O